COC=1C=CC(=NC1)NNC(=O)C1[C@H]2CN(C[C@@H]12)C(=O)OC(C)(C)C tert-butyl (1R,5S,6r)-6-{[2-(5-methoxy-2-pyridinyl)hydrazino]carbonyl}-3-azabicyclo[3.1.0]hexane-3-carboxylate